1-(4-bromo-2,6-difluorobenzyl)-9-fluoro-8-methoxy-3,4-dihydropyrimido[5,4-c]quinoline BrC1=CC(=C(CN2CNCC=3C=NC=4C=C(C(=CC4C32)F)OC)C(=C1)F)F